trifluorovinyl-tributyltin FC(=C(F)F)[Sn](CCCC)(CCCC)CCCC